The molecule is a monounsaturated fatty acyl-CoA that results from the formal condensation of the thiol group of coenzyme A with the carboxy group of 9-decenoic acid. It is a medium-chain fatty acyl-CoA and a monounsaturated fatty acyl-CoA. It derives from a dec-9-enoic acid. It is a conjugate acid of a 9-decenoyl-CoA(4-). CC(C)(COP(=O)(O)OP(=O)(O)OC[C@@H]1[C@H]([C@H]([C@@H](O1)N2C=NC3=C(N=CN=C32)N)O)OP(=O)(O)O)[C@H](C(=O)NCCC(=O)NCCSC(=O)CCCCCCCC=C)O